CC1=NC=CC=C1B(O)O 2-methylpyridine-3-boronic acid